1-cyclobutylpiperazine C1(CCC1)N1CCNCC1